N-(2-((4-(2-((3-(1H-Imidazol-1-yl)benzyl)((1-methyl-1H-indazol-6-yl)methyl)amino)ethyl)phenyl)carbamoyl)-4,5-dimethoxyphenyl)-4-oxo-4H-chromene-2-carboxamide N1(C=NC=C1)C=1C=C(CN(CCC2=CC=C(C=C2)NC(=O)C2=C(C=C(C(=C2)OC)OC)NC(=O)C=2OC3=CC=CC=C3C(C2)=O)CC2=CC=C3C=NN(C3=C2)C)C=CC1